NC=1C2=C(N=CN1)N(C(=C2C2=CC1=C(S2)C=CC=C1)C1=CC=C(C=C1)NC(C(=C)C)=O)C N-(4-(4-amino-5-(benzo[b]thiophen-2-yl)-7-methyl-7H-pyrrolo[2,3-d]pyrimidin-6-yl)phenyl)methacrylamide